C[Si](CC[Si](C)(C)C)(C)C 1,2-bis-trimethylsilylethane